O1COC2=C1C=CC(=C2)S(=O)(=O)C2=CC=C(C=C2)CNC(=O)C2=CC=1C=NC=CC1N2 N-{[4-(2H-1,3-benzodioxole-5-sulfonyl)phenyl]methyl}-1H-pyrrolo[3,2-c]pyridine-2-carboxamide